(E)-3-(3-chloropyridin-4-yl)-N-(1-(7-methylthiothieno[3,2-d]pyrimidin-4-yl)piperidin-4-yl)acrylamide ClC=1C=NC=CC1/C=C/C(=O)NC1CCN(CC1)C=1C2=C(N=CN1)C(=CS2)SC